NCCCNCCC[Si](OC)(OC)OC N-(3'-aminopropyl)-3-aminopropyltrimethoxysilane